[K+].[K+].N(CC(=O)O)(CC(=O)[O-])CC(=O)[O-] nitrilotriacetic acid dipotassium salt